tert-Butyl (2-(2-(4-((3-iodoimidazo[1,2-a]pyrazin-8-yl)amino)-2-methylbenzamido)ethoxy)ethyl)carbamate IC1=CN=C2N1C=CN=C2NC2=CC(=C(C(=O)NCCOCCNC(OC(C)(C)C)=O)C=C2)C